C(C)(=O)N1[C@H](CC(C1)C1=CC(=C(C=C1)OC(F)F)O)C(=O)NCC1=CC=CC(=N1)C(=O)N(C)C1=CC=C(C=C1)F 6-(((2R)-1-acetyl-4-(4-(difluoromethoxy)-3-hydroxyphenyl)pyrrolidine-2-carboxamido)methyl)-N-(4-fluorophenyl)-N-methylpyridinamide